O=C1N(C(C2=CC=CC=C12)=O)CC1=CC=C(C=C1)CC#N 2-(4-((1,3-dioxoisoindolin-2-yl)methyl)phenyl)acetonitrile